6-(3,4-dimethoxyphenyl)pyrazine-2-carboxamide COC=1C=C(C=CC1OC)C1=CN=CC(=N1)C(=O)N